Xylenate C1(C(C=CC=C1)C)(C)C(=O)[O-]